NC1=NC(=C(C=2N1N=C(N2)C(O)C2=C(C=CC=C2F)F)C#N)C2=C(C(=CC=C2)C#N)F 5-amino-7-(3-cyano-2-fluorophenyl)-2-((2,6-difluorophenyl)(hydroxy)methyl)-[1,2,4]triazolo[1,5-c]pyrimidine-8-carbonitrile